C(CC)(=O)N[C@H](C(=O)O)C (2S)-2-PROPANAMIDOPROPANOIC ACID